The molecule is a diterpenoid of the clerodane group isolated from the leaves and flowers of Casearia nigrescens. It exhibits cytotoxicity against A2780 human ovarian cancer cell line. It has a role as a metabolite and an antineoplastic agent. It is a diterpenoid, an acetate ester, a butyrate ester, a cyclic ether, a secondary alcohol and an organic heterotricyclic compound. CCCC(=O)O[C@@H]1C[C@H]2[C@]([C@@H]([C@H]([C@@H]([C@]23[C@@H](O[C@@H](C3=C1)OC(=O)C)OC(=O)C)O)OC(=O)C)C)(C)CCC(=C)C=C